C(C)(C)(C)OC(=O)N[C@H](C)C=1NC2=C(N1)C(=C1C(=C2F)CC(C1)C(=O)OC)F methyl 2-[(1R)-1-(tert-butoxycarbonylamino)ethyl]-4,8-difluoro-3,5,6,7-tetrahydrocyclopenta[f]benzimidazole-6-carboxylate